tert-butyl (2R)-2-[methoxy(methyl)carbamoyl]-octahydro-1H-indole-1-carboxylate CON(C(=O)[C@@H]1N(C2CCCCC2C1)C(=O)OC(C)(C)C)C